5-(4'-methylbenzyl)-1,5-diazabicyclo[4.3.0]nonane CC1=CC=C(CN2CCCN3CCCC23)C=C1